C(CCCCCCCCCCCCCCCCC)NN[C@H](C(=O)O)CC1=CC=C(O)C(O)=C1 stearylamino(DOPA)